4-[(7-trifluoromethylquinolin-4-yl)amino]Benzamide tri(2-bromopropyl)phosphate methyl-4-methyl-6-oxooxacyclohexadecane-5-carboxylate COC(=O)C1C(CCOCCCCCCCCCCC1=O)C.BrC(COP(=O)(OCC(C)Br)OCC(C)Br)C.FC(C1=CC=C2C(=CC=NC2=C1)NC1=CC=C(C(=O)N)C=C1)(F)F